C1(=CC=CC=C1)C(=NNC1=C2CNC(C2=CC=C1)=O)C1=CC=CC=C1 4-(2-(diphenylmethylene)hydrazino)isoindolin-1-one